5-(5-(difluoromethyl)-1-methyl-1H-pyrazol-3-yl)-3-(1-(2,5-difluorophenyl)cyclopropyl)-1,2,4-oxadiazole FC(C1=CC(=NN1C)C1=NC(=NO1)C1(CC1)C1=C(C=CC(=C1)F)F)F